FC1=CC(=CC2=CC=3C[C@@](CCC3N=C12)(C(C)C)F)C(=O)N[C@H](CCN1CC2CCCCC2(CC1)O)C=1C=NC(=CC1)C1=CN=NC=C1 |r| rac-(7S)-4,7-difluoro-7-isopropyl-N-[rac-(1R)-3-(4a-hydroxy-1,3,4,5,6,7,8,8a-octahydroisoquinolin-2-yl)-1-(6-pyridazin-4-yl-3-pyridyl)propyl]-6,8-dihydro-5H-acridine-2-carboxamide